[Si](C)(C)(C(C)(C)C)OCC(=O)N=[S@@](=O)(C)C=1C=C(C=CC1)NC(C1=C(N=CC(=C1C)C(F)(F)F)OC=1C(=NC(=CC1)F)C)=O (R)-N-(3-(N-(2-((tert-butyldimethylsilyl)oxy)acetyl)-S-methylsulfonimidoyl)phenyl)-2-((6-fluoro-2-methylpyridin-3-yl)oxy)-4-methyl-5-(trifluoromethyl)nicotinamide